OCC(C(=O)N(C)C1=CC=C(C=C1)O)CC1=C(C=CC=C1)CS(=O)(=O)C1=CC=CC=C1 3-hydroxy-N-(4-hydroxyphenyl)-N-methyl-2-(2-((phenylsulfonyl)methaneYl)benzyl)propionamide